COC=1C=C(C=CC1OC)C=1NC2=CC=C(C=C2C1C(C)C)N1C(C(CC1)N(C)C)=O 1-(2-(3,4-dimethoxyphenyl)-3-isopropyl-1H-indol-5-yl)-3-(dimethylamino)pyrrolidin-2-one